C1N(CCC2=CC=CC=C12)C1C(CN(CC1)C(=O)C1=CN=CS1)O 5-(4-(3,4-dihydroisoquinolin-2(1H)-yl)-3-hydroxypiperidine-1-carbonyl)thiazole